4-(4-carboxyphenyl)-2,6-pyridinedicarboxylic acid C(=O)(O)C1=CC=C(C=C1)C1=CC(=NC(=C1)C(=O)O)C(=O)O